CC1(NC(CC(C1)C(C(=O)[O-])N(C(C(=O)[O-])C1CC(NC(C1)(C)C)(C)C)C(C(=O)[O-])C1CC(NC(C1)(C)C)(C)C)(C)C)C tris(2,2,6,6-tetramethyl-4-piperidyl)nitrilotri-acetate